Sodium boron carbazate C(NN)(=O)[O-].[B+3].[Na+].C(NN)(=O)[O-].C(NN)(=O)[O-].C(NN)(=O)[O-]